C(C#C)OC1=C(C=CC=C1)N(CC(=O)OC)CC(=O)OC dimethyl 2,2'-((2-(prop-2-yn-1-yloxy)phenyl)azanediyl)diacetate